BrC=1N=C(C=2N(C1)N=CN2)O[C@H]2CCN(CCC2)C(=O)OC(C)(C)C tert-butyl (4R)-4-((6-bromo-[1,2,4]triazolo[1,5-a]pyrazin-8-yl)oxy)azepane-1-carboxylate